2-methoxy-4-((2-(8-((4-(trifluoromethoxy)phenyl)amino)pyrimido[5,4-d]pyrimidin-4-yl)hydrazineylidene)methyl)phenol COC1=C(C=CC(=C1)C=NNC=1C2=C(N=CN1)C(=NC=N2)NC2=CC=C(C=C2)OC(F)(F)F)O